C1=C(C=CC2=CC=CC=C12)C1(CO1)C 2-(2-naphthyl)propylene oxide